1-(4-bromopyridin-2-yl)methylamine BrC1=CC(=NC=C1)CN